(3-cyclopentyl-5-(3,5-dimethyl-1H-pyrazol-1-yl)phenyl)boronic acid C1(CCCC1)C=1C=C(C=C(C1)N1N=C(C=C1C)C)B(O)O